C(C)(C)(C)C=1C=C(C(=O)OCC(COC(C2=CC(=CC(=C2)C(C)(C)C)C(C)(C)C)=O)(COC(=O)C2=C(NC=C2C)C(C)C)COC(C2=CC(=CC(=C2)C(C)(C)C)C(C)(C)C)=O)C=C(C1)C(C)(C)C 2-(((3,5-Di-tert-butylbenzoyl)oxy)methyl)-2-(((2-isopropyl-4-methyl-1H-pyrrole-3-carbonyl)oxy)methyl)propane-1,3-diyl bis(3,5-di-tert-butylbenzoate)